8-((2s,5r)-4-((4-fluorophenyl)(pyridazin-3-yl)methyl)-2,5-dimethylpiperazin-1-yl)-5-methyl-6-oxo-5,6-dihydro-1,5-naphthyridine-2-carbonitrile FC1=CC=C(C=C1)C(N1C[C@@H](N(C[C@H]1C)C1=CC(N(C=2C=CC(=NC12)C#N)C)=O)C)C=1N=NC=CC1